6-chloro-5-iodo-2-(methylsulfanyl)-3H-imidazo[4,5-b]Pyridine ClC=1C=C2C(=NC1I)NC(=N2)SC